3-((4-methoxybenzyl)oxy)-1H-pyrrole-2-carboxylic acid COC1=CC=C(COC2=C(NC=C2)C(=O)O)C=C1